CN1N=C2C(=CC(=CC2=C1)C1=CC2=C(N=C(S2)C=2CCNCC2)C(=C1)OC)C 6-(2,7-Dimethylindazol-5-yl)-4-methoxy-2-(1,2,3,6-tetrahydropyridin-4-yl)-1,3-benzothiazole